bis(2,5-dioxopyrrolidin-1-yl) 4-((((9H-fluoren-9-yl)methoxy)carbonyl)amino)-4-(3-((2,5-dioxopyrrolidin-1-yl)oxy)-3-oxopropyl)heptanedioate C1=CC=CC=2C3=CC=CC=C3C(C12)COC(=O)NC(CCC(=O)ON1C(CCC1=O)=O)(CCC(=O)ON1C(CCC1=O)=O)CCC(=O)ON1C(CCC1=O)=O